NC1=CC=C(C=C1)C#CC1=C(C=CC=C1)NC(C)=O N-(2-((4-aminophenyl)ethynyl)phenyl)acetamide